BrC1=CC=C(C=C1)N1C(C=2N(C=C1)C(=NN2)SC(C(=O)C2=CC(=C(C=C2)C)C)C)=O 7-(4-bromophenyl)-3-{[1-(3,4-dimethylphenyl)-1-oxopropan-2-yl]sulfanyl}-7H,8H-[1,2,4]triazolo[4,3-a]pyrazin-8-one